5-methoxymethyl-imidazoline-2,4-dione COCC1C(NC(N1)=O)=O